3,4,5-trichlorobromobenzene C1=C(C=C(C(=C1Cl)Cl)Cl)Br